C(C1=CC=CC=C1)C=1NC(=NN1)C=1C=C(OC=2C(=C3C=CNC3=CC2)CCC(=O)O)C=CC1 3-(5-(3-(5-Benzyl-4H-1,2,4-triazol-3-yl)phenoxy)-1H-indol-4-yl)propanoic acid